ClC=1C2=C(N=CN1)NC(=C2)C2=CC=C(C=C2)CO (4-(4-chloro-7H-pyrrolo[2,3-d]pyrimidin-6-yl)phenyl)methanol